(E)-4-(thiazol-4-yl)but-3-en-2-one S1C=NC(=C1)/C=C/C(C)=O